BrC1=CC(=C2N(C1=O)C(NC2=O)(C=2SC=CC2)C=2SC=CC2)Cl 6-bromo-8-chloro-3,3-di(thiophen-2-yl)-2,3-dihydroimidazo[1,5-a]pyridine-1,5-dione